4-{4-[5-(2-methoxyethyl)-1,3-benzooxazol-2-yl]piperidin-1-yl}-1-methyl-2-oxo-1,2-dihydroquinoline-3-carboxamide COCCC=1C=CC2=C(N=C(O2)C2CCN(CC2)C2=C(C(N(C3=CC=CC=C23)C)=O)C(=O)N)C1